BrC1=CC=C(OC[C@@H]2COC[C@](O2)(C)CCOC)C=C1 (2S,6S)-6-((4-bromophenoxy)methyl)-2-(2-methoxyethyl)-2-methyl-1,4-dioxane